C(OCCOC(C=C)=O)(OCCC)=O 2-acryloxyethyl propyl carbonate